nitrogen zirconium phosphate carbonate C([O-])([O-])=O.P(=O)([O-])([O-])[O-].[Zr+4].[N+3]